ClC=1C=CC2=C(C(=N[C@H](C=3N2C(=NN3)SCN3CCN(CC3)C3=CC=CC=C3)CCC(=O)OC)C3=C(C=CC=C3)F)C1 methyl (S)-3-(8-chloro-6-(2-fluorophenyl)-1-(((4-phenylpiperazin-1-yl)methyl)thio)-4H-benzo[f][1,2,4]triazolo[4,3-a][1,4]diazepin-4-yl)propionate